6-((6-aminopyrimidin-4-yl)amino)-8-chloro-6'-fluoro-2',3'-dihydro-2H-spiro[imidazo[1,5-a]pyridine-3,1'-indene]-1,5-dione hydrochloride Cl.NC1=CC(=NC=N1)NC1=CC(=C2N(C1=O)C1(CCC3=CC=C(C=C13)F)NC2=O)Cl